ClC1=C(C=C(C=C1)C1=CN=CC(=N1)CN1C(O[C@H](C1)C(=O)N(C)C)=O)OC(F)F |r| (R/S)-3-[[6-[4-Chloro-3-(difluoromethoxy)phenyl]pyrazin-2-yl]methyl]-N,N-dimethyl-2-oxo-oxazolidine-5-carboxamide